[C@@H]12CNC[C@H]2C1OC1=NC(=CC(=C1)C(CO[Si](C1=CC=CC=C1)(C1=CC=CC=C1)C(C)(C)C)(C)NC([O-])=O)C1=CC=C(C=C1)F (2-(2-(((1R,5S,6s)-3-azabicyclo[3.1.0]hexan-6-yl)oxy)-6-(4-fluorophenyl)pyridin-4-yl)-1-((tert-butyldiphenylsilyl)oxy)propan-2-yl)carbamate